CN1C2=C(C=3C=CC(=CC13)C=1C=CC(=NC1)OC1CC(C1)OC1CCN(CC1)CCCOCCOC=1C=C3CN(C(C3=CC1)=O)C1C(NC(CC1)=O)=O)C=NC=C2 3-(5-(2-(3-(4-((1r,3r)-3-((5-(5-methyl-5H-pyrido[4,3-b]indol-7-yl)pyridin-2-yl)oxy)cyclobutoxy)piperidin-1-yl)propoxy)ethoxy)-1-oxoisoindolin-2-yl)piperidine-2,6-dione